5-[4-(Bromomethyl)-1-piperidyl]-2-[(3RS)-2,6-dioxo-3-piperidyl]isoindoline-1,3-dione BrCC1CCN(CC1)C=1C=C2C(N(C(C2=CC1)=O)[C@H]1C(NC(CC1)=O)=O)=O |r|